C(#N)CC1CN(CCN1)C(=O)OC(C)(C)C tert-Butyl 3-(cyanomethyl)piperazine-1-carboxylate